2-(4,4-difluoropiperidin-1-yl)-6-methylpyrimidine-4-Formaldehyde FC1(CCN(CC1)C1=NC(=CC(=N1)C=O)C)F